methyl 8-(bicyclo[3.2.1]octan-3-yl)-9-(((trifluoromethyl)sulfonyl)oxy)-6,7-dihydro-5H-benzo[7]annulene-3-carboxylate C12CC(CC(CC1)C2)C=2CCCC1=C(C2OS(=O)(=O)C(F)(F)F)C=CC(=C1)C(=O)OC